CN([C@@H](CC(=O)[O-])C(=O)[O-])C(C)(C)C N-methyl-N-tert-butyl-aspartate